rac-Methyl 4-(3-methyl-6-oxopiperidin-3-yl)benzoate C[C@]1(CNC(CC1)=O)C1=CC=C(C(=O)OC)C=C1 |r|